N-(7-chloro-6-(1-methoxypropan-2-yl)isoquinolin-3-yl)-2-(pyridin-2-yl)cyclopropane-1-carboxamide ClC1=C(C=C2C=C(N=CC2=C1)NC(=O)C1C(C1)C1=NC=CC=C1)C(COC)C